trans-5-Tetradecen CCCC\C=C\CCCCCCCC